rac-(1R,2R,3S,3aR,8bS)-1,8b-dihydroxy-6-(4-hydroxybutoxy)-8-methoxy-3a-(4-methoxyphenyl)-3-phenyl-2,3,3a,8b-tetrahydro-1H-cyclopenta[b]benzofuran-2-carboxamide O[C@@H]1[C@@H]([C@H]([C@@]2(OC3=C([C@@]21O)C(=CC(=C3)OCCCCO)OC)C3=CC=C(C=C3)OC)C3=CC=CC=C3)C(=O)N |r|